Cl.C(C)OC=1C(=CC=2C(N1)=NN(C2)C)C(=O)NC=2N=NC(=CC2)N2CC(NCC2)C 6-ethoxy-2-methyl-N-(6-(3-methylpiperazin-1-yl)pyridazin-3-yl)-2H-pyrazolo[3,4-b]pyridine-5-carboxamide hydrochloride